FC(CCC)C(=O)O fluoro-n-butanecarboxylic acid